Octadec-11-enoic acid C(CCCCCCCCCC=CCCCCCC)(=O)O